FC=1C=C(C=CC1OC1=C2C(=NC=C1)NC(N2C(C)C)=O)C2=NN(C(=C2C(=O)N)C(F)(F)F)C2=NC=CC(=C2)C (3-fluoro-4-((1-isopropyl-2-keto-2,3-dihydro-1H-imidazo[4,5-b]pyridin-7-yl)oxy)phenyl)-1-(4-methylpyridin-2-yl)-5-(trifluoromethyl)-1H-pyrazole-4-carboxamide